3-(5-Bromopyrazin-2-yl)-2-methoxyaniline BrC=1N=CC(=NC1)C=1C(=C(N)C=CC1)OC